tin tetra-butoxide [O-]CCCC.[O-]CCCC.[O-]CCCC.[O-]CCCC.[Sn+4]